FC1=C(C=CC=C1)NS(=O)(=O)C=1C=C(C(=O)NC2=NC(=CC=C2)C)C=CC1 3-(N-(2-fluorophenyl)sulfamoyl)-N-(6-methylpyridin-2-yl)benzamide